1-(2-chlorophenyl)-7-cyclopropyl-4-((3-methyl-1,2,4-oxadiazol-5-yl)amino)-quinazolin-2(1H)-one ClC1=C(C=CC=C1)N1C(N=C(C2=CC=C(C=C12)C1CC1)NC1=NC(=NO1)C)=O